[2-(3-Chlorophenyl)-6-(5,6-dimethoxybenzoimidazol-1-yl)-3-pyridyl]methanol ClC=1C=C(C=CC1)C1=NC(=CC=C1CO)N1C=NC2=C1C=C(C(=C2)OC)OC